C1(CC1)C1=CC2=C(N=C(N=C2)NC2=CC=C(C=C2)C2CCN(CC2)C)N1C1=CC=CC(=N1)N=S(=O)(C)C ((6-(6-cyclopropyl-2-((4-(1-methylpiperidin-4-yl)phenyl)amino)-7H-pyrrolo[2,3-d]pyrimidin-7-yl)pyridin-2-yl)imino)dimethyl-λ6-sulfanone